C1(CC1)C1=C(C(=NO1)C1=C(C=NC=C1Cl)Cl)COC12CCC(CC1)(CC2)C2=NC1=C(C=CC=C1C=C2)OC 2-(4-((5-Cyclopropyl-3-(3,5-dichloropyridin-4-yl)isoxazol-4-yl)methoxy)bicyclo[2.2.2]octan-1-yl)-8-methoxychinolin